N-[3-methyl-1-[5-chloro-2-(4-morpholinoanilino)pyrimidin-4-yl]indol-5-yl]prop-2-enamide CC1=CN(C2=CC=C(C=C12)NC(C=C)=O)C1=NC(=NC=C1Cl)NC1=CC=C(C=C1)N1CCOCC1